2-(4-(difluoromethyl)phenyl)-3-hydroxy-5-methoxy-4H-pyrano[2,3-c]pyridin-4-one FC(C1=CC=C(C=C1)C1=C(C(C=2C(=CN=CC2OC)O1)=O)O)F